ethyl 1-(1-(tert-butoxycarbonyl)pyrrolidine-3-carboxamido)-5-methyl-1H-pyrrole-2-carboxylate C(C)(C)(C)OC(=O)N1CC(CC1)C(=O)NN1C(=CC=C1C)C(=O)OCC